azodiisoheptanonitrile N(=NC(C#N)CCC(C)C)C(C#N)CCC(C)C